(3-cyclopropyl-5-(4-hydroxypiperidin-1-yl)pyrazolo[1,5-a]pyrimidin-7-yl)(4-(pyridin-2-yl)benzyl)carbamic acid tert-butyl ester C(C)(C)(C)OC(N(CC1=CC=C(C=C1)C1=NC=CC=C1)C1=CC(=NC=2N1N=CC2C2CC2)N2CCC(CC2)O)=O